ClC=1C(=NC=NC1OC1=C(C=C(C=C1)F)F)NC(C1=CC=C(C=C1)F)=O N-(5-chloro-6-(2,4-difluorophenoxy)pyrimidin-4-yl)-4-fluorobenzamide